7-bromo-4-((1r,5r,6r)-6-((tert-butyldimethylsilyl)oxy)-3-azabicyclo[3.2.1]oct-3-yl)-2,6-dichloro-8-fluoroquinazoline BrC1=C(C=C2C(=NC(=NC2=C1F)Cl)N1C[C@H]2C[C@H]([C@@H](C1)C2)O[Si](C)(C)C(C)(C)C)Cl